C(C)(C)(C)OC(=O)N[C@H](C(=O)OCCCCCCCCCCCCCC)CC1=CC(=CC(=C1)F)F tetradecyl (S)-2-((tert-butoxycarbonyl)amino)-3-(3,5-difluorophenyl)propanoate